5-(4-methoxyphenyl)-N-(3-(4-(methylsulfonyl)piperidin-1-yl)propyl)thieno[3,2-b]pyridin-7-amine COC1=CC=C(C=C1)C1=CC(=C2C(=N1)C=CS2)NCCCN2CCC(CC2)S(=O)(=O)C